methyl 4-[3-[2,6-dichloro-4-(2-methylpyrazolo[4,3-c]pyridin-7-yl)benzoyl]-2,4-dihydro-1,3-benzoxazin-8-yl]-5-fluoro-2-(3-oxa-8-azabicyclo[3.2.1]octan-8-yl)benzoate ClC1=C(C(=O)N2COC3=C(C2)C=CC=C3C3=CC(=C(C(=O)OC)C=C3F)N3C2COCC3CC2)C(=CC(=C1)C=1C=2C(C=NC1)=CN(N2)C)Cl